COC1=CC=C(C=C1)N1C=CC2=CC=CC=C12 1-(4-methoxyphenyl)-1H-indole